C(C1=CC=CC=C1)O[C@@H]1[C@H]([C@H](OC(C(F)(F)F)=NC2=CC=CC=C2)O[C@@H]([C@H]1O[C@H]1[C@H](OCC2=CC=CC=C2)[C@@H](OCC2=CC=CC=C2)[C@@H](OCC2=CC=CC=C2)[C@H](O1)COCC1=CC=CC=C1)COCC1=CC=CC=C1)N1C(C2=CC=CC=C2C1=O)=O 3,6-di-O-benzyl-2-deoxy-2-(1,3-dioxo-1,3-dihydro-2H-isoindol-2-yl)-4-O-(2,3,4,6-tetra-O-benzyl-β-D-galactopyranosyl)-1-O-(2,2,2-trifluoro-N-phenylethanimidoyl)-β-D-glucopyranose